P(=O)([O-])([O-])[O-].[Li+].[Li+].[Li+] trilithium orthophosphate